2-(T-Butoxycarbonyl)-2-azaspiro[3.3]heptane-6-carboxylic acid C(C)(C)(C)OC(=O)N1CC2(C1)CC(C2)C(=O)O